5-n-hexyl-2-norbornene C(CCCCC)C1C2C=CC(C1)C2